Cl.NCCOCCNC(C1=CC=C(C=C1)N=[N+]=[N-])=O N-(2-(2-aminoethoxy)ethyl)-4-Azidobenzamide hydrochloride